7-bromo-2-(4-methoxybenzyl)-2H-pyrazolo[4,3-c]Pyridine BrC=1C=2C(C=NC1)=CN(N2)CC2=CC=C(C=C2)OC